O(C1=CC=CC=C1)C1=CC=C(C=C1)C(=O)NCC(=O)O [(4-phenoxyphenyl)formamido]-acetic acid